F[C@H]1[C@H](C1)N1C(C(=CC=C1)NC(=O)C=1C(=NC=2N(C1)C=C(N2)[C@@]21CO[C@@](CC2)(C1)C)OC(C)C)=O N-(1-((1S,2R)-2-fluorocyclopropyl)-2-oxo-1,2-dihydropyridin-3-yl)-7-isopropoxy-2-((1S,4R)-1-methyl-2-oxabicyclo[2.2.1]heptan-4-yl)imidazo[1,2-a]pyrimidine-6-carboxamide